FC1=C(C=CC(=C1)F)CN(C(=O)NCC1=CC(=C(C=C1)OC(C)C)F)C1CCN(CC1)C 1-[(2,4-difluorophenyl)methyl]-3-{[3-fluoro-4-(propan-2-yloxy)phenyl]methyl}-1-(1-methylpiperidin-4-yl)urea